FC1(CNCC[C@@H]1CNC(=O)[C@H]1CCN(C2(CC2)C1)C(=O)C1=NNC(=C1)C1=CC(=NC=C1F)OC)F (S)-N-(((R)-3,3-difluoropiperidin-4-yl)methyl)-4-(5-(5-fluoro-2-methoxypyridin-4-yl)-1H-pyrazole-3-carbonyl)-4-azaspiro[2.5]Octane-7-carboxamide